N1(CCCCC1)C1=CC=C(C=C1)C1=CC=CC=C1 4'-(piperidin-1-yl)-[1,1'-biphenyl]